ClC=1C=C(C=C(C1F)F)C1=C(C(=CC=C1)C[C@@H]1N(CC([C@@H]1NS(=O)(=O)CC)(F)F)C(=O)[C@@H]1OCC1)F N-{(2S,3R)-2-[(3'-chloro-2,4',5'-trifluoro-[1,1'-biphenyl]-3-yl)methyl]-4,4-difluoro-1-[(2R)-oxetane-2-carbonyl]pyrrolidin-3-yl}ethanesulfonamide